The molecule is an organic nitrate salt obtained by reaction of equimolar amounts of (R)-fenticonazole and nitric acid. It contains a (R)-fenticonazole(1+). It is an enantiomer of a (S)-fenticonazole nitrate. C1=CC=C(C=C1)SC2=CC=C(C=C2)CO[C@@H](CN3C=CN=C3)C4=C(C=C(C=C4)Cl)Cl.[N+](=O)(O)[O-]